6-((5-methoxy-1,2,3,4-tetrahydronaphthalen-2-yl)(methyl)amino)pyridine COC1=C2CCC(CC2=CC=C1)N(C1=CC=CC=N1)C